ClC=1C=C(OC2CCC(CC2)NC(=O)C=2N=NC(=CC2)N2CCC(CC2)CN2CCC(CC2)C=2C=C3CN(C(C3=CC2)=O)C2C(NC(CC2)=O)=O)C=CC1C#N N-((1r,4r)-4-(3-chloro-4-cyanophenoxy)cyclohexyl)-6-(4-((4-(2-(2,6-dioxopiperidin-3-yl)-1-oxoisoindolin-5-yl)piperidin-1-yl)methyl)piperidin-1-yl)pyridazine-3-carboxamide